N=1C=CN2C1C=CC(=C2)SC2CN(C2)C(=O)O 3-(Imidazo[1,2-a]pyridin-6-ylsulfanyl)-azetidine-1-carboxylic acid